(E)-N-(4-((4-([1,2,4]triazolo[4,3-c]pyrimidin-7-yloxy)-3-methylphenyl)amino)quinazolin-6-yl)-3-(morpholin-3-yl)acrylamide N=1N=CN2C=NC(=CC21)OC2=C(C=C(C=C2)NC2=NC=NC1=CC=C(C=C21)NC(\C=C\C2NCCOC2)=O)C